3,4-Dihydroxy-5-methyl-benzaldehyd OC=1C=C(C=O)C=C(C1O)C